6-[2-(3,4-Dihydro-4,4-dimethyl-2H-1-benzothiopyran-6-yl)ethynyl]-3-pyridinecarboxylic acid ethyl ester C(C)OC(=O)C=1C=NC(=CC1)C#CC=1C=CC2=C(C(CCS2)(C)C)C1